N[C@@H](CC(=O)O)C(=O)OC (S)-3-Amino-4-methoxy-4-oxobutyric acid